3-amino-N-[(3R)-7-(5-tert-butyl-1,3,4-oxadiazol-2-yl)-5-[(4-chlorophenyl)methyl]-8-fluoro-1,1,4-trioxo-2,3-dihydro-1λ6,5-benzothiazepin-3-yl]propanamide NCCC(=O)N[C@H]1CS(C2=C(N(C1=O)CC1=CC=C(C=C1)Cl)C=C(C(=C2)F)C=2OC(=NN2)C(C)(C)C)(=O)=O